(S)-2-amino-9-chloro-3-(4-(3-methylpiperazin-1-yl)phenoxy)-10H-chromeno[3,2-b]pyridin-10-one hydrochloride Cl.NC1=C(C=C2C(=N1)C(C=1C(=CC=CC1O2)Cl)=O)OC2=CC=C(C=C2)N2C[C@@H](NCC2)C